tert-Butyl 4-(2-chloro-4-nitro-benzoyl)piperazine-1-carboxylate ClC1=C(C(=O)N2CCN(CC2)C(=O)OC(C)(C)C)C=CC(=C1)[N+](=O)[O-]